ClC1=CC(=NC=N1)N(CC1=CC=C(C=C1)OC)CC1=CC=C(C=C1)OC 6-chloro-N,N-bis[(4-methoxyphenyl)methyl]pyrimidin-4-amine